FC1=CC=C(C=C1)C(N1C(CN(CC1)C1=C(C(N(C2=CC=C(N=C12)Br)C)=O)C#N)C(=O)N)C1=CC=C(C=C1)F 1-(Bis(4-fluorophenyl)methyl)-4-(6-bromo-3-cyano-1-methyl-2-oxo-1,2-dihydro-1,5-naphthyridin-4-yl)piperazine-2-carboxamide